8-methylnonyl 3-((4-((3-(bis(2-hydroxyethyl)amino)propyl)amino)-3-(2-hexyldecanamido)-4-oxobutyl)thio)propanoate OCCN(CCCNC(C(CCSCCC(=O)OCCCCCCCC(C)C)NC(C(CCCCCCCC)CCCCCC)=O)=O)CCO